BrC1=C[N+](=CC=2C(CCCC12)=C=O)[O-] 4-bromo-8-carbonyl-5,6,7,8-tetrahydroisoquinoline 2-oxide